(6-bromopyrazin-2-yl)-8-chloro-N-methyl-[1,2,4]triazolo[4,3-a]quinazolin-5-amine BrC1=CN=CC(=N1)C1=NN=C2N1C1=CC(=CC=C1C(=N2)NC)Cl